5-(3-Cyanophenyl)-N-(3-(morpholinomethyl)-1,2,4-thiadiazol-5-yl)furan-3-carboxamide C(#N)C=1C=C(C=CC1)C1=CC(=CO1)C(=O)NC1=NC(=NS1)CN1CCOCC1